2-[(3S)-3-[(tert-Butoxy)carbonyl](methyl)aminopyrrolidin-1-yl]-4-ethoxypyrimidine-5-carboxylic acid C(C)(C)(C)OC(=O)[C@@H]1C(N(CC1)C1=NC=C(C(=N1)OCC)C(=O)O)NC